C(C)(C)C1=NN=C2N1C=CC=C2 3-isopropyl-[1,2,4]triazolo[4,3-a]pyridine